3-(5-(((3R,4R)-4-fluoropyrrolidin-3-yl)oxy)-1-oxoisoindolin-2-yl)piperidine-2,6-dione F[C@H]1[C@@H](CNC1)OC=1C=C2CN(C(C2=CC1)=O)C1C(NC(CC1)=O)=O